C(C)(C)(C)[Si](C)(C)C#C tert-butyl-(ethynyl)dimethylsilane